ClC1=C(OC2=CC=CC3=C2NC(=NS3(=O)=O)NCC3=C(C=CC(=C3)F)F)C=CC=C1 5-(2-chlorophenoxy)-3-((2,5-difluorobenzyl)amino)-4H-benzo[e][1,2,4]thiadiazine 1,1-dioxide